3-(5,7-Difluoro-6-((2-methylpyridin-3-yl)ethynyl)-4-oxo-1,4-dihydroquinolin-2-yl)-4-(methylsulfonyl)benzonitrile FC1=C2C(C=C(NC2=CC(=C1C#CC=1C(=NC=CC1)C)F)C=1C=C(C#N)C=CC1S(=O)(=O)C)=O